N-(4-(bicyclo[3.1.1]heptan-3-yloxy)-3-fluoro-5-methylphenyl)-5-(2-fluoroethyl)-2-(3-methoxy-3-methylazetidin-1-yl)oxazole-4-carboxamide C12CC(CC(C1)C2)OC2=C(C=C(C=C2C)NC(=O)C=2N=C(OC2CCF)N2CC(C2)(C)OC)F